C1(CCCCC1)C1C[C@H](N(C1)S(=O)(=O)N1CCOCC1)C(=O)OC Methyl (2S)-4-cyclohexyl-1-(morpholinosulfonyl)pyrrolidine-2-carboxylate